CC1=C(C2=C(N=CN=C2NC2(CC2)C)O1)C(=O)NCC=1SC=C(N1)C(F)(F)F 6-methyl-4-[(1-methylcyclopropyl)amino]-N-{[4-(trifluoromethyl)-1,3-thiazol-2-yl]methyl}furo[2,3-d]pyrimidine-5-carboxamide